(3S,4R)-3-amino-4-hydroxypyrrolidin-2-one, Hydrochloride Cl.N[C@@H]1C(NC[C@H]1O)=O